CC1CN(CCN1CC=1SC(=CN1)C)C(=O)OC(C)(C)C tert-butyl 3-methyl-4-[(5-methylthiazol-2-yl)methyl]piperazine-1-carboxylate